[NH4+].C(=O)(C=C)C(N(C)C)CS(=O)(=O)O (acryl-dimethyl-taurine) ammonium